(R)-4-hydroxy-4-(mercapto(2-(trifluoromethyl)phenyl)methyl)piperidine-1-carboxylic acid 1,1,1-trichloro-2-methylpropan-2-yl ester ClC(C(C)(C)OC(=O)N1CCC(CC1)([C@@H](C1=C(C=CC=C1)C(F)(F)F)S)O)(Cl)Cl